OCCOC=1C=C2C=CC(=CC2=CC1)C1(C2=CC=C(C=C2C=2C=C(C=CC12)C=1C2=CC=CC=C2C=C2C=CC=CC12)C=1C2=CC=CC=C2C=C2C=CC=CC12)C1=CC2=CC=C(C=C2C=C1)OCCO 9,9-bis(6-(2-hydroxyethoxy)-2-naphthyl)-3,6-di(9-anthryl)fluorene